C1(CC1)C=1C(=CC(=C(CN2CCC3(CN(C(N3)=O)C3=CC=C(C=C3)P(O)(O)=O)CC2)C1)OCC)C1=NC(=NO1)C (4-(8-(5-cyclopropyl-2-ethoxy-4-(3-methyl-1,2,4-oxadiazol-5-yl)benzyl)-2-oxo-1,3,8-triazaspiro[4.5]decan-3-yl)phenyl)phosphonic acid